3-(Benzyloxy)-4-keto-4H-pyran-2-carbaldehyde C(C1=CC=CC=C1)OC1=C(OC=CC1=O)C=O